8,11-bis(5-bromo-4-(2-ethylhexyl)thiophene-2-yl)-9,10-difluoroacenaphtho[1,2-b]quinoxaline BrC1=C(C=C(S1)C1=C2N=C3C(=NC2=C(C(=C1F)F)C=1SC(=C(C1)CC(CCCC)CC)Br)C=1C=CC=C2C=CC=C3C12)CC(CCCC)CC